NC1(CCN(CC1)C1=NC(=C2C(=N1)NN=C2C2=C(C(=CC=C2)Cl)Cl)C(=O)N)C2=CC(=CC=C2)O 6-(4-amino-4-(3-hydroxyphenyl)piperidin-1-yl)-3-(2,3-dichlorophenyl)-1H-pyrazolo[3,4-d]pyrimidine-4-carboxamide